NC1=NC(N(C=C1)[C@@H]1O[C@]([C@H]([C@@H]1C)O)(C)CO)=O 4-amino-1-[(2R,3S,4S,5R)-4-hydroxy-5-(hydroxymethyl)-3,5-dimethyloxolan-2-yl]pyrimidin-2-one